bromoimidazo[1,2-a]pyridine BrC=1N=C2N(C=CC=C2)C1